CN1N=C(N=C1)CN1N=C(C=C1)C1=C2C=C(N=CC2=C(N=C1)NC)NC(=O)C1CC1 N-(5-(1-((1-methyl-1H-1,2,4-triazol-3-yl)methyl)-1H-pyrazol-3-yl)-8-(methylamino)-2,7-naphthyridin-3-yl)cyclopropanecarboxamide